C(C)OC(CC1=C(C=CC=C1)OCC1=NN(C2=CC=C(C=C12)C1=CC(=CC(=C1)C=1CCOCC1)C#N)C(C)C)=O.OCCOC1=C(C=C(C=C1)C1(C2=CC=CC(=C2C=2C(=CC=CC12)C1=CC=CC=C1)C1=CC=CC=C1)C1=CC(=C(C=C1)OCCO)C1=CC=CC=C1)C1=CC=CC=C1 9,9-bis[4-(2-hydroxyethoxy)-3-phenylphenyl]-4,5-diPhenyl-Fluorene ethyl-2-(2-((5-(3-cyano-5-(3,6-dihydro-2H-pyran-4-yl)phenyl)-1-isopropyl-1H-indazol-3-yl)methoxy)phenyl)acetate